C(C)(C)(C)OC(=O)N([C@H]1CN(CC1)C1=NC=C(C(=N1)OCC)C(=O)OCC)C ethyl (R)-2-(3-((tert-butoxycarbonyl) (methyl) amino) pyrrolidin-1-yl)-4-ethoxypyrimidine-5-carboxylate